The molecule is a N-arylpiperazine that is piperazine substituted by a 3-(trifluoromethyl)phenyl group at position 1. A serotonergic agonist used as a recreational drug. It has a role as a xenobiotic, an environmental contaminant, a psychotropic drug and a serotonergic agonist. It is a member of (trifluoromethyl)benzenes and a N-arylpiperazine. C1CN(CCN1)C2=CC=CC(=C2)C(F)(F)F